C(#C)C1=CC=C(S1)C(C)=O 1-(5-ethynylthiophen-2-yl)ethanone